NCC=1SC(=CN1)C#N (aminomethyl)thiazole-5-carbonitrile